O(C1=CC=CC=C1)CC#CC1=NN=C(S1)NC(OC(C)(C)C)=O tert-butyl (5-(3-phenoxyprop-1-yn-1-yl)-1,3,4-thiadiazol-2-yl)carbamate